BrC1=C(C2=C(NC(NC2=O)=O)S1)C 6-bromo-5-methyl-2,4-dioxo-1,2-dihydrothieno[2,3-d]pyrimidine